C1(=CC=CC=C1)C1N2CCCN3CCN4CCCN(C1)C4=C32 9-phenyl-1,2,3,4,5,6,7,8,9,10-decahydro-3a,5a,8a,10a-tetraazapyrene